tert-butyl (3as,6as)-rel-octahydropyrrolo[3,4-c]pyrrole-2-carboxylate hemioxalate CC(C)(C)OC(=O)N1C[C@@H]2CNC[C@H]2C1.CC(C)(C)OC(=O)N1C[C@@H]2CNC[C@H]2C1.C(=O)(C(=O)O)O